3-(5-(((3-((3-amino-5-(4-amino-4-methylpiperidin-1-yl)pyrazin-2-yl)thio)-2-chlorophenyl)amino)methyl)-7-fluoro-1-oxoisoindolin-2-yl)piperidine-2,6-dione NC=1C(=NC=C(N1)N1CCC(CC1)(C)N)SC=1C(=C(C=CC1)NCC=1C=C2CN(C(C2=C(C1)F)=O)C1C(NC(CC1)=O)=O)Cl